C(CCC(=O)C)(=O)[O-].C[NH+]1[C@@H](CCC1)C=1C=NC=C(C1)C (2S)-1-methyl-2-(5-methylpyridin-3-yl)pyrrolidin-1-ium levulinate